NC1=NC=2C=CC(=CC2C2=C1[C@H](OC2)C)C(=O)N(CC2=NC=C(C=C2)C(F)(F)F)[C@@H]2C[C@H](CCC2)O (3R)-4-amino-N-((1s,3s)-3-hydroxycyclohexyl)-3-methyl-N-((5-(trifluoromethyl)-2-pyridinyl)methyl)-1,3-dihydrofuro[3,4-c]quinoline-8-carboxamide